ClC1=C2C=NN(C2=C(C=C1)C(=O)NC1CC2(CCC2)C1)CC1=CC=C(C=C1)C(C)(C)C (Sa)-6-(4-chloro-1-(4-(tert-butyl)benzyl)-1H-indazole-7-carboxamido)spiro[3.3]heptane